CC1=CC(=NN1)NC1=NC(=C2C=CC=NC2=C1)NC1CC2(CN(C2)CCC#N)C1 3-(6-((7-((5-methyl-1H-pyrazol-3-yl)amino)-1,6-naphthyridin-5-yl)amino)-2-azaspiro[3.3]heptan-2-yl)propionitrile